Methyl (S)-3-(4-(Benzyloxy)phenyl)-2-(2-(1-(3-(4-(1-methyl-1H-pyrazol-4-yl)phenyl)propanoyl)piperidin-4-yl)acetamido)propanoate C(C1=CC=CC=C1)OC1=CC=C(C=C1)C[C@@H](C(=O)OC)NC(CC1CCN(CC1)C(CCC1=CC=C(C=C1)C=1C=NN(C1)C)=O)=O